(4R,5R)-5-(4-fluorophenyl)-4-(3-(phenylethynyl)phenyl)-1,3-oxazolidin-2-one FC1=CC=C(C=C1)[C@@H]1[C@H](NC(O1)=O)C1=CC(=CC=C1)C#CC1=CC=CC=C1